COC1=C(CN2CC3=C(C2)C=C(S3)C(=O)OC)C=CC(=C1)OC methyl 5-(2,4-dimethoxybenzyl)-5,6-dihydro-4H-thieno[2,3-c]pyrrole-2-carboxylate